FC1(CC(CC1)CN1N=C(C(=C1)C(F)(F)F)C)F 1-((3,3-difluorocyclopentyl)methyl)-3-methyl-4-(trifluoromethyl)-1H-pyrazole